5-(3-hydroxyazetidin-1-yl)-1,3-thiazole-4-carboxylic acid ethyl ester C(C)OC(=O)C=1N=CSC1N1CC(C1)O